[Li+].C(C)(C)(C)OC(=O)N1CCC(CC1)C1=CC=C(C=C1)C1=CC(=C2CN(C(C2=C1)=O)C(C(=O)[O-])C1=C2N(C=N1)CCC2)F 2-(6-(4-(1-(tert-Butoxycarbonyl)piperidin-4-yl)phenyl)-4-fluoro-1-oxoisoindolin-2-yl)-2-(6,7-dihydro-5H-pyrrolo[1,2-c]imidazol-1-yl)acetic acid lithium salt